7-(Phenylamino)quinoline-4-carboxylic acid C1(=CC=CC=C1)NC1=CC=C2C(=CC=NC2=C1)C(=O)O